C(C)C1(COC1)OCC(CC)(C)OCC 3-Ethyl-3-{[(3-Ethyloxybutane-3-yl)methoxy]}oxetane